N-(2-chloro-3-methylphenyl)-4-{[(3-{2-[oxetan-2-yl]ethoxy}pyridin-4-yl)methyl]amino}-2-oxo-1,2,5,6-tetrahydropyridine-3-carbothioamide ClC1=C(C=CC=C1C)NC(=S)C=1C(NCCC1NCC1=C(C=NC=C1)OCCC1OCC1)=O